C(C)(C)(C)OC(=O)N1OCC[C@H]1C1=CC=CC=C1 (S)-3-phenylisoxazolidine-2-carboxylic acid tert-butyl ester